(2S,3R,4R)-ethyl 1-acetyl-2,3-dimethyl-4-(pyrimidin-2-ylamino)-1,2,3,4-tetrahydroquinoline-6-carboxylate C(C)(=O)N1[C@H]([C@@H]([C@H](C2=CC(=CC=C12)C(=O)OCC)NC1=NC=CC=N1)C)C